FC(C(=O)O)(F)F.C(N)(=O)C1CN(CC1)C(=O)C1CCN(CC1)C(=O)C1=C(C=C(C=C1)NC(=O)C=1N(C(=CN1)C1=C(C(=C(C=C1)OC(F)F)F)F)C)Cl N-[4-[4-(3-carbamoylpyrrolidine-1-carbonyl)piperidine-1-carbonyl]-3-chloro-phenyl]-5-[4-(difluoromethoxy)-2,3-difluoro-phenyl]-1-methyl-imidazole-2-carboxamide trifluoroacetate